CS(=O)(=O)NC(=O)C1=NC(=C(C=C1)NCC#CC=1C=C2C(=CC=CN2C1CC(F)(F)F)N[C@@H]1[C@H](CN(CC1)C)F)OC([2H])([2H])[2H] N-(methylsulfonyl)-5-((3-(8-(((3S,4S)-3-fluoro-1-methylpiperidin-4-yl)amino)-3-(2,2,2-trifluoroethyl)indolizin-2-yl)prop-2-yn-1-yl)amino)-6-(methoxy-d3)pyridine-2-carboxamide